C(C)OC=1C=C(C=CC1C=1NC(C2=C(N1)N(N=N2)CC2=CC=C(C=C2)OC)=O)C2=CC(=CC=C2)CC2C(NC(O2)=O)=O 5-((3'-ethoxy-4'-(3-(4-methoxybenzyl)-7-oxo-6,7-dihydro-3H-[1,2,3]triazolo[4,5-d]pyrimidin-5-yl)-[1,1'-biphenyl]-3-yl)methyl)oxazolidine-2,4-dione